2-methoxy-1-(m-toluenesulfonyl)-5-(3,4,5-trifluorophenyl)-1H-imidazol-4-ol COC=1N(C(=C(N1)O)C1=CC(=C(C(=C1)F)F)F)S(=O)(=O)C=1C=C(C)C=CC1